N2-((S)-4-carboxy-4-palmitamidobutanoyl)-N6-diazo-L-lysine C(=O)(O)[C@H](CCC(=O)N[C@@H](CCCCN=[N+]=[N-])C(=O)O)NC(CCCCCCCCCCCCCCC)=O